C(C)OCC=1N(C2=C(C(=NC=3CCCCC23)N)N1)NC(C)C 2-ethoxymethyl-N1-isopropyl-6,7,8,9-tetrahydro-1H-imidazo[4,5-c]quinoline-1,4-diamine